(tertiary butyl)-6-fluoro-1-(2-oxo-2-(4-phenylpiperazin-1-yl)ethyl)-1,2-dihydro-3H-indazol-3-one C(C)(C)(C)N1N(C2=CC(=CC=C2C1=O)F)CC(N1CCN(CC1)C1=CC=CC=C1)=O